6-((2-methyl-3-(methylcarbamoyl)-7-(trifluoromethyl)thieno[3,2-b]pyridin-5-yl)oxy)-2-azaspiro[3.3]heptane-2-carboxylic acid tert-butyl ester C(C)(C)(C)OC(=O)N1CC2(C1)CC(C2)OC2=CC(=C1C(=N2)C(=C(S1)C)C(NC)=O)C(F)(F)F